FC(C1=CC(=NO1)N)F 5-(difluoromethyl)isoxazol-3-amine